CC1(OB(OC1(C)C)C=1C=CC(=C2C=CC=NC12)C(F)(F)F)C 8-(4,4,5,5-tetramethyl-1,3,2-dioxaborolan-2-yl)-5-(trifluoromethyl)quinoline